ethyl 4-[bis(hydroxypropyl)]aminobenzoate OCCCN(C1=CC=C(C(=O)OCC)C=C1)CCCO